3-chloro-4-((3aS,4S,6aR)-4-(dimethylamino)hexahydrocyclopenta[c]pyrrol-2(1H)-yl)-2,6-difluoro-N-(6-fluoropyridin-2-yl)benzenesulfonamide ClC=1C(=C(C(=CC1N1C[C@H]2[C@@H](C1)[C@H](CC2)N(C)C)F)S(=O)(=O)NC2=NC(=CC=C2)F)F